ClC=1N=C(C2=C(N1)N(C=C2)[C@H]2[C@@H]([C@@H]([C@H](O2)COCP(O)(O)=O)O)O)N[C@@H](C)C2=C(C=C(C=C2)F)F [(2R,3S,4R,5R)-5-[2-chloro-4-[[(1S)-1-(2,4-difluorophenyl)-ethyl]amino]pyrrolo-[2,3-d]pyrimidin-7-yl]-3,4-dihydroxy-tetrahydrofuran-2-yl]methoxymethyl-phosphonic acid